N-[1-(6-methoxypyridin-3-yl)-1H-indazol-4-yl]-2-(trifluoromethyl)benzamide COC1=CC=C(C=N1)N1N=CC2=C(C=CC=C12)NC(C1=C(C=CC=C1)C(F)(F)F)=O